trans-potassium (2-cyanocyclopropyl)trifluoroborate C(#N)C1C(C1)[B-](F)(F)F.[K+]